BrCC1=CC=C(C=C1)C12CC3CC(CC(C1)C3)C2 (4-(bromomethyl)phenyl)adamantane